FC(C=1C=NC(=NC1)N1CC2CCC(C1)N2C(=O)[C@@H]2CN(CC2)C(=O)O)(F)F (3S)-3-(3-(5-(trifluoromethyl)pyrimidin-2-yl)-3,8-diazabicyclo[3.2.1]octane-8-carbonyl)pyrrolidine-1-carboxylic acid